OCCNC(O[C@@H]1CC[C@H](CC1)C(N(C[C@@H]1CC[C@H](CC1)C1=NC(=C(C=C1)OC)C)C1=NC=CC(=C1)C=1N=C(OC1)C1CC1)=O)=O trans-4-((4-(2-Cyclopropyloxazol-4-yl)pyridine-2-yl)((trans-4-(5-methoxy-6-methylpyridin-2-yl)cyclohexyl)methyl)carbamoyl)cyclohexyl (2-hydroxyethyl)carbamate